CC1(C2CCC1(CC2)C(=O)O)C 7,7-dimethylnorbornane-1-carboxylic acid